ClC1=C(C(=O)N2CC3=CC=CC(=C3C(N2)=O)[C@@H]([C@@H](C(=O)OCC)C)CC)C(=CC(=C1)C=1C=NN(C1)C)Cl ethyl (2S,3R)-3-[2-[2,6-dichloro-4-(1-methylpyrazol-4-yl)benzoyl]-4-oxo-1,3-dihydrophthalazin-5-yl]-2-methylpentanoate